ClC=1C=C2C(=NC1OC)C(=C(N2C)C2=NC(=NN2)[C@H](C(F)(F)F)OCCO)N2C=NC=C2 (R)-2-(1-(5-(6-chloro-3-(1H-imidazol-1-yl)-5-methoxy-1-methyl-1H-pyrrolo[3,2-b]-pyridin-2-yl)-1H-1,2,4-triazol-3-yl)-2,2,2-trifluoroethoxy)-ethan-1-ol